5-(2-fluoro-3-methyl-4-nitrophenyl)pyridin-2-amine FC1=C(C=CC(=C1C)[N+](=O)[O-])C=1C=CC(=NC1)N